(S)-6-(4-(methoxycarbonyl)phenyl)-4-(1-difluoromethyl-1H-pyrazol-4-yl)-3,6-dihydropyridine-1(2H)-carboxylic acid benzyl ester C(C1=CC=CC=C1)OC(=O)N1CCC(=C[C@H]1C1=CC=C(C=C1)C(=O)OC)C=1C=NN(C1)C(F)F